COC(=O)C=1C(=CC2=C(N=CS2)C1)Br methyl-6-bromo-1,3-benzothiazole-5-carboxylate